Ethyl-α,α-dimethylphenylacetate C(C)OC(C(C)(C)C1=CC=CC=C1)=O